CC1C2=CC=CC=C2OC=2C=C(C=CC12)O 9-Methyl-9H-xanthen-3-ol